bis(trimethylgermyl)cyclopentadienyl-zirconium dichloride [Cl-].[Cl-].C[Ge](C)(C)[Zr+2](C1C=CC=C1)[Ge](C)(C)C